CN1C=NC2=NC(=CC=C21)CC#CC(=O)N 1-methylimidazo[4,5-b]pyridin-5-ylbut-2-ynamide